ClC1=NC(=NC(=N1)C1=CC=CC=C1)NC1=CC=CC=C1 4-chloro-N,6-diphenyl-1,3,5-triazin-2-amine